N-methyl-N-(oxetan-3-yl)-4-(2-oxo-6-{4-[4-(propan-2-yl)piperazin-1-yl]phenyl}-1,2-dihydro-quinolin-3-yl)benzamide CN(C(C1=CC=C(C=C1)C=1C(NC2=CC=C(C=C2C1)C1=CC=C(C=C1)N1CCN(CC1)C(C)C)=O)=O)C1COC1